tri(2-aminopentyl)amine NC(CN(CC(CCC)N)CC(CCC)N)CCC